2-hydroxyethanesulfonic acid N,N-dipropyloctylamine salt C(CC)N(CCC)CCCCCCCC.OCCS(=O)(=O)O